5-((5-Chloro-2-(piperidin-1-yl)pyrimidin-4-yl)amino)-3-(3-hydroxy-3-methylbutyl)-1-methyl-1,3-dihydro-2H-benzo[d]-imidazol-2-one ClC=1C(=NC(=NC1)N1CCCCC1)NC1=CC2=C(N(C(N2CCC(C)(C)O)=O)C)C=C1